C(C)C1=NN(C2=C1C(NCC1(CCOCC1)C2)=O)CC(COC(C2=CC(=CC=C2)C(=O)N2CCNCC2)=O)(C)C 3-(piperazine-1-carbonyl)benzoic acid [3-(3-ethyl-4-oxo-spiro[6,8-dihydro-5H-pyrazolo[4,3-c]azepin-7,4'-tetrahydropyran]-1-yl)-2,2-dimethyl-propyl] ester